C(=O)O.ClC1=CC=2N(C=C1)C=NC2CC(=O)NC2=NC=NC(=C2)CC=2N=C1N(C=C(C=C1)C1CC1)C2 2-(7-chloroimidazo[1,5-a]pyridin-1-yl)-N-(6-((6-cyclopropylimidazo[1,2-a]pyridin-2-yl)methyl)pyrimidin-4-yl)acetamide formate salt